FC1=C(C(=O)NCCCCNCC#C)C(=CC(=C1)NC=1C=2N(C=CN1)C(=CN2)C=2C(=NNC2)C(F)(F)F)C 2-fluoro-6-methyl-N-(4-(prop-2-yn-1-ylamino)butyl)-4-((3-(3-(trifluoromethyl)-1H-pyrazol-4-yl)imidazo[1,2-a]pyrazin-8-yl)amino)benzamide